N-(3-((2,5-dichloropyrimidin-4-yl)amino)phenyl)acetamide ClC1=NC=C(C(=N1)NC=1C=C(C=CC1)NC(C)=O)Cl